(+-)-3,7-dimethyl-6-octen-1-yl formate C(=O)OCC[C@@H](CCC=C(C)C)C |r|